F[C@H]1C[C@H](N2N=C(N=C21)CC2(CC2)C#N)C2=CC=CC=C2 1-[[(5S,7S)-7-fluoro-5-phenyl-6,7-dihydro-5H-pyrrolo[1,2-b][1,2,4]triazol-2-yl]methyl]cyclopropanecarbonitrile